5-aminopyrazolopyrimidine NC1=NC2=C(C=N1)NN=C2